CP(O[N+]1=C(C(=CC=C1)C1=CC(=NO1)CC=1C=NC(=CC1)OCC1=CC=CC=C1)N)([O-])=O (2-amino-3-(3-((6-(benzyloxy) pyridin-3-yl) methyl) isoxazol-5-yl) pyridin-1-ium-1-yl) methylphosphonate